C1(CC1)C1=NN(C=N1)C1CC2(CN(C2)C(=O)N2CC3(C2)CN(C3)CC=3SC(=C(N3)C(F)(F)F)C)C1 [6-(3-cyclopropyl-1,2,4-triazol-1-yl)-2-azaspiro[3.3]heptan-2-yl]-[6-[[5-methyl-4-(trifluoromethyl)thiazol-2-yl]methyl]-2,6-diazaspiro[3.3]heptan-2-yl]methanone